NC=1C=C2C(CNC(C2=CC1)=O)(C)C 6-amino-4,4-dimethyl-2,3-dihydroisoquinolin-1-one